((((6-hydroxy-5'-methyl-4-pentyl-2'-(prop-1-en-2-yl)-1',2',3',4'-tetrahydro-[1,1'-biphenyl]-2-yl)oxy)(methyl)phosphoryl)oxy)methyl acetate C(C)(=O)OCOP(=O)(C)OC1=C(C(=CC(=C1)CCCCC)O)C1C(CCC(=C1)C)C(=C)C